4-isopropyl-1,4-dihydro-5H-tetrazol-5-one C(C)(C)N1N=NNC1=O